CC1=C(C=CC(=C1)OC1=CC=CC=C1)N1C(NC2C(SC=3N=CC=C1C32)C(=O)O)=O 5-(2-methyl-4-phenoxyphenyl)-4-oxo-4,5-dihydro-3H-1-thia-3,5,8-triazaAcenaphthene-2-carboxylic acid